BrC=1C(=C2C(=NC1)N=C(N2)C2=C(N(C(=C2)C)C2=C(C=C(C=C2)NC(CN2CCOCC2)=O)C)C)N[C@@H]2CN(CC2)S(=O)(=O)CC N-(4-(3-(6-bromo-7-(((S)-1-(ethyl-sulfonyl)pyrrolidine-3-yl)amino)-1H-imidazo[4,5-b]pyridine-2-yl)-2,5-dimethyl-1H-pyrrol-1-yl)-3-methylphenyl)-2-morpholinoacetamide